3-iodo-1-methyl-6-(2-cyclopropyl-2-oxoethyl)aminoquinolin-4(1H)-one IC1=CN(C2=CC=C(C=C2C1=O)NCC(=O)C1CC1)C